NC1=C(C=C(C=C1)N1CC(N(CC1)C(=O)OC(C)(C)C)C(=O)OC)C1CC1 1-(tert-butyl) 2-methyl 4-(4-amino-3-cyclopropylphenyl)piperazine-1,2-dicarboxylate